(pyrazolo[1,5-a]pyridin-5-yl)-carbamic acid tert-butyl ester C(C)(C)(C)OC(NC1=CC=2N(C=C1)N=CC2)=O